isopropyl (R)-(4-(3-chloro-4-(2-chloro-3-(4-chloro-6-methoxy-5-((((5-oxopyrrolidin-2-yl)methyl)amino)methyl)pyridin-2-yl)phenyl)pyridin-2-yl)-2-methoxybenzyl)glycinate ClC=1C(=NC=CC1C1=C(C(=CC=C1)C1=NC(=C(C(=C1)Cl)CNC[C@@H]1NC(CC1)=O)OC)Cl)C1=CC(=C(CNCC(=O)OC(C)C)C=C1)OC